BrC1=CC=C(C=N1)OC(CC)O ((6-bromopyridin-3-yl)oxy)propan-1-ol